rac-tert-Butyl (3aR,4S,6aR)-4-methyl-1-(5-(pyridin-4-yl)oxazole-2-carbonyl)hexahydropyrrolo[3,4-b]pyrrole-5(1H)-carboxylate C[C@@H]1N(C[C@@H]2N(CC[C@@H]21)C(=O)C=2OC(=CN2)C2=CC=NC=C2)C(=O)OC(C)(C)C |r|